N(=O)N(CCCC(=O)O)C N-nitrosyl-N-methyl-4-aminobutyric acid